P(=O)(OCCN1CCC(CC1)N(CCCCCC)CCCCCC)(OCCC=CCCCCC)O (Z)-2-(4-(dihexylamino)piperidin-1-yl)ethyl non-3-en-1-yl hydrogen phosphate